NC1=C(C=CC(=C1)N1CCOCC1)C(C)=O 1-(2-amino-4-morpholinylphenyl)ethan-1-one